NC[C@H]1CN(CC1)C(=O)O (S)-3-(aminomethyl)pyrrolidine-1-carboxylic acid